COC=1C=C2C(=CC(=NC2=CC1OC)C1=CC=C(C=C1)N1CCNCC1)N[C@@H]1C[C@@H](C1)N cis-N1-(6,7-dimethoxy-2-(4-(piperazin-1-yl)phenyl)quinolin-4-yl)cyclobutane-1,3-diamine